1,3-bis(2,3-dicarboxy-phenoxy)benzene sodium 2,4,6-trinitrobenzenesulfonate [N+](=O)([O-])C1=C(C(=CC(=C1)[N+](=O)[O-])[N+](=O)[O-])S(=O)(=O)[O-].[Na+].C(=O)(O)C1=C(OC2=CC(=CC=C2)OC2=C(C(=CC=C2)C(=O)O)C(=O)O)C=CC=C1C(=O)O